C1(=CC=CC=C1)NN=C1C(=NN=C1N)N 4-[phenyl-hydrazinylidene]pyrazole-3,5-diamine